dioctyl-amine tin [Sn].C(CCCCCCC)NCCCCCCCC